C(C)N1C=NC2=C1N=NC=C2C2=CC(=C(C=C2)OC)B2OC(C(O2)(C)C)(C)C 7-ethyl-4-(4-methoxy-3-(4,4,5,5-tetramethyl-1,3,2-dioxaborolan-2-yl)phenyl)-7H-imidazo[4,5-c]pyridazine